1-Cyclopropyl-8-fluoro-1,4-dihydro-6-methoxy-7-[(4aS,7aS)-octahydro-6H-pyrrolo[3,4-b]pyridine-6-yl]-4-oxo-3-quinolinecarboxylic acid dihydrochloride Cl.Cl.C1(CC1)N1C=C(C(C2=CC(=C(C(=C12)F)N1C[C@H]2NCCC[C@H]2C1)OC)=O)C(=O)O